[(3S)-3-(1H-1,2,4-Triazol-5-yl)pyrrolidin-1-yl]-[7-[4-(trifluoromethyl)phenyl]sulfonyl-2-azaspiro[3.5]nonan-2-yl]methanone N1N=CN=C1[C@@H]1CN(CC1)C(=O)N1CC2(C1)CCC(CC2)S(=O)(=O)C2=CC=C(C=C2)C(F)(F)F